6-[(2S)-2-aminopropyl]-2-chloro-5-fluoro-N-[(furan-2-yl)methyl]-7-methyl-7H-pyrrolo[2,3-d]pyrimidin-4-amine hydrochloride Cl.N[C@H](CC1=C(C2=C(N=C(N=C2NCC=2OC=CC2)Cl)N1C)F)C